3,3',5-tribromodiphenyl ether C1=CC(=CC(=C1)Br)OC2=CC(=CC(=C2)Br)Br